3,3-Bis(4-hydroxy-3-methylphenyl)-1(3H)-isobenzofuranone OC1=C(C=C(C=C1)C1(OC(C2=CC=CC=C12)=O)C1=CC(=C(C=C1)O)C)C